IC=1N(N=C2C=C(C=CC12)C(C#N)(C)C)C=1C=C2C(=CN1)N(N=C2)CC(C(F)(F)F)(F)F 2-[3-iodo-2-[1-(2,2,3,3,3-pentafluoropropyl)pyrazolo[3,4-c]pyridin-5-yl]indazol-6-yl]-2-methyl-propanenitrile